C(C)OC(=O)C1[C@H]2CN(C[C@@H]12)C(C1=C(C(=C(C=C1)Cl)CC1=NC2=C(N1C)C=C(C=C2C)C(F)(F)F)Cl)=O (1R,5S)-ethyl-3-(2,4-dichloro-3-((1,4-dimethyl-6-(trifluoromethyl)-1H-benzo[d]imidazol-2-yl)methyl)benzoyl)-3-azabicyclo[3.1.0]hexane-6-carboxylate